CN(C)CC1=C(C=C(N)C=C1)C(F)(F)F 4-((dimethylamino)methyl)-3-(trifluoromethyl)aniline